N,N'-bis(4'-aminophenyl)-1,3-diaminopropanol NC1=CC=C(C=C1)NC(CCNC1=CC=C(C=C1)N)O